indeno[2,1-b]carbazole C1=C2C3=CC=4C(=CC3=NC2=CC=C1)C=C1C=CC=CC14